ClC1=C(NC2=CC=C(C(=C12)Cl)F)C(=O)N1CCN(CC1)C(CN1CC(C1)OC)=O 1-(4-(3,4-dichloro-5-fluoro-1H-indole-2-carbonyl)piperazin-1-yl)-2-(3-methoxyazetidin-1-yl)ethan-1-one